COC(CC([C@H]1N2C(N([C@H](CC1)C2)OS(=O)(=O)O)=O)(F)F)=O.CC=2C=CC=C1C=CC(=NC21)N2CCC(CC2)C(=O)N 1-(8-methylquinolin-2-yl)piperidine-4-carboxamide Methyl-3,3-difluoro-3-((2S,5R)-7-oxo-6-(sulfooxy)-1,6-diazabicyclo[3.2.1]octan-2-yl)propanoate